methyl (trans)-4,9-difluoro-2-methyl-3,4-dihydro-2H-benzo[b][1,4]oxathiepine-7-carboxylate 5,5-dioxide F[C@H]1S(C2=C(O[C@@H](C1)C)C(=CC(=C2)C(=O)OC)F)(=O)=O